7-(4-bromo-2-fluoro-5-methoxyphenyl)-2-(dimethoxymethyl)-7-azaspiro[3.5]nonane BrC1=CC(=C(C=C1OC)N1CCC2(CC(C2)C(OC)OC)CC1)F